N1C=NC(=C1)C(=O)NCCOCCOCCOCCOCCC(=O)OCCN(CCCCCCCC(=O)OCCCCCCCCC)CCCCCCCC(=O)OC(CCCCCCCC)CCCCCCCC nonyl 8-[2-[3-[2-[2-[2-[2-(1H-imidazole-4-carbonylamino)ethoxy]ethoxy]ethoxy]ethoxy]propanoyloxy]ethyl-[8-(1-octylnonoxy)-8-oxooctyl]amino]octanoate